FC(C=1NC=2C(=NC(=CC2)CC2CC3(CN(C3)C(=O)N3C[C@@H]4[C@@H](OCC(N4)=O)CC3)C2)N1)(F)F (4aR,8aS)-6-[6-[[2-(trifluoromethyl)-1H-imidazo[4,5-b]pyridin-5-yl]methyl]-2-azaspiro[3.3]heptane-2-carbonyl]-4,4a,5,7,8,8a-hexahydropyrido[4,3-b][1,4]oxazin-3-one